[Si](C1=CC=CC=C1)(C1=CC=CC=C1)(C(C)(C)C)OCCCN1CCC2C1=CNCC2 1-(3-((tert-butyldiphenylsilyl)oxy)propyl)hexahydropyrrolo[2,3-c]Pyridine